ethyl 3-oxooxobutyrate O=C(C(C(=O)OCC)=O)C